bromoethionin BrN[C@@H](CCSCC)C(=O)O